OC(C)(C)C1=C(C=CC=C1)C(=O)C(O)C1=CC=CC=C1 2-[2-hydroxy-2-propyl]benzoin